4-methoxy-N-[(1s,4s)-4-{[1-methyl-2-(trifluoromethyl)-1H-indol-4-yl]amino}cyclohexyl]benzamide COC1=CC=C(C(=O)NC2CCC(CC2)NC2=C3C=C(N(C3=CC=C2)C)C(F)(F)F)C=C1